4-Amino-3-(7-(4-(dimethylamino)benzamido)benzo[d][1,3]dioxol-4-yl)-1H-pyridine NC1=C(CNC=C1)C1=CC=C(C=2OCOC21)NC(C2=CC=C(C=C2)N(C)C)=O